NC1CN(CC1)C1=C(C=NC(=C1C1=CC(=CC(=C1)F)F)C#N)C(=O)NC(C(F)(F)F)C 4-[3-aminopyrrolidin-1-yl]-6-cyano-5-(3,5-difluorophenyl)-N-[1,1,1-trifluoropropan-2-yl]pyridine-3-carboxamide